C1(CC1)C1=C(C(=NO1)C1=NC=CC=C1C(F)(F)F)/C=C/C1CC2(CN(C2)C=2C=C3C(=CC=NC3=CC2)OC(C)C)C1 (E)-6-(6-(2-(5-Cyclopropyl-3-(3-(trifluoromethyl)pyridin-2-yl)isoxazol-4-yl)vinyl)-2-azaspiro[3.3]heptan-2-yl)-4-isopropoxychinolin